C(C)(C)(C)C=1SC2=C(N1)C(CC1(CCN(CC1)C(=O)C=1C=C3C(=NN(C3=C(C1)OC(C)([2H])[2H])C)C)C2)=O 2-Tert-butyl-1'-{7-[(1,1-dideutero)ethyloxy]-1,3-dimethyl-1H-indazole-5-carbonyl}-5H-spiro[[1,3]benzothiazol-6,4'-piperidin]-4(7H)-one